FC1=C(C(=O)N([C@H]2CNCCC2)C2=NC=CC3=CC=CC(=C23)C)C=CC(=C1)NC1=NC=CC(=N1)CN1CCNCC1 (R)-2-fluoro-N-(8-methylisoquinolin-1-yl)-4-((4-(piperazin-1-ylmethyl)pyrimidin-2-yl)amino)-N-(piperidin-3-yl)benzamide